tert-butyl (1R,2S,3S,5S)-3-([5-[4-chloro-2-(methoxymethoxy) phenyl] pyrazin-2-yl] (methyl) amino)-2-fluoro-8-azabicyclo[3.2.1]octane-8-carboxylate ClC1=CC(=C(C=C1)C=1N=CC(=NC1)N([C@@H]1[C@@H]([C@H]2CC[C@@H](C1)N2C(=O)OC(C)(C)C)F)C)OCOC